E-4-amino-5-((5-methyl-1-(tetrahydro-2H-pyran-2-yl)-1H-indazol-4-yl)oxy)nicotinonitrile NC1=C(C=NC=C1C#N)OC1=C2C=NN(C2=CC=C1C)C1OCCCC1